4-Bromo-2,6-dimethoxypyrimidine BrC1=NC(=NC(=C1)OC)OC